C(C)N1CCN(CC1)CC=1C=CC(=NC1)N 5-[(4-ethylpiperazine-1-yl)methyl]pyridin-2-amine